2,2,3,3,4,4,5,5,6,6,6-undecafluorohexyl-ethylene glycol FC(CC(CO)O)(C(C(C(C(F)(F)F)(F)F)(F)F)(F)F)F